4-(3,6-dimethyl-9H-carbazol-9-yl)-5',6'-bis(4-(3,6-dimethyl-9H-carbazol-9-yl)phenyl)-4''-(3-methyl-9H-carbazol-9-yl)-4'-(pyridin-4-yl)-[1,1':2',1''-terphenyl]-3'-carbonitrile CC=1C=CC=2N(C3=CC=C(C=C3C2C1)C)C1=CC=C(C=C1)C1=C(C(=C(C(=C1C1=CC=C(C=C1)N1C2=CC=C(C=C2C=2C=C(C=CC12)C)C)C1=CC=C(C=C1)N1C2=CC=C(C=C2C=2C=C(C=CC12)C)C)C1=CC=NC=C1)C#N)C1=CC=C(C=C1)N1C2=CC=CC=C2C=2C=C(C=CC12)C